C(C)OC(=O)C=1C(=NN(N1)CC1=CC=C(C=C1)OC)C1=CC=C(C=C1)C=1CCN(CC1)C(=O)OC(C)(C)C tert-butyl 4-(4-(5-(ethoxycarbonyl)-2-(4-methoxybenzyl)-2H-1,2,3-triazol-4-yl)phenyl)-3,6-dihydropyridine-1(2H)-carboxylate